6-bromo-3,7-dihydro-4H-pyrrolo[2,3-d]pyrimidin-4-one BrC1=CC2=C(N=CNC2=O)N1